C(C1=CC=CC=C1)OC1CC2(C(N(C=3C=NC=4C=C(C(=CC4C32)C=3C=C(C(=NC3)OCCNC(C)C)NS(=O)(=O)C)F)C)=O)C1 N-(5-(3-(benzyloxy)-7'-fluoro-3'-methyl-2'-oxo-2',3'-dihydrospiro[cyclobutane-1,1'-pyrrolo[2,3-c]quinolin]-8'-yl)-2-(2-(isopropylamino)ethoxy)pyridin-3-yl)methanesulfonamide